OP(O)(=O)OP(=O)(O)OP(=O)(O)OP(=O)(O)O.N1=CN=C2N=CNC2=C1N.N1=CN=C2N=CNC2=C1N diadenine tetraphosphate